BrC=1C=C(C=CC1F)/C(=C/C(=O)N=[N+]=[N-])/C (E)-3-(3-bromo-4-fluorophenyl)but-2-enoyl azide